(3-(5-fluoropyrimidin-2-yl)-4-methylphenyl)-2-(3-(methylthio)-1,2,4-triazin-6-yl)-2-azabicyclo[3.1.0]hexane-3-carboxamide FC=1C=NC(=NC1)C=1C=C(C=CC1C)C12N(C(CC2C1)C(=O)N)C1=CN=C(N=N1)SC